diisopropylamid chlorid ethyl-2-(1-methyl-10-oxo-1,4,9-triazaspiro[5.6]dodecan-9-yl)acetate C(C)OC(CN1CCC2(CNCCN2C)CCC1=O)=O.[Cl-].C(C)(C)[N-]C(C)C